NC=1C(NC(=CN1)Br)=O 3-amino-6-bromopyrazin-2(1H)-one